CN(CCC1=CN(C2=CC=C(C=C12)OC)C([C@H](C)NC(OC(C)(C)C)=O)=O)C (S)-tert-butyl (1-(3-(2-(dimethylamino)ethyl)-5-methoxy-1H-indol-1-yl)-1-oxopropan-2-yl)carbamate